1-(1,2-dihydroacenaphthylene-5-yl)-5-fluoro-3-methoxy-4-trifluoromethylpyrazole C1CC2=CC=C(C3=CC=CC1=C23)N2N=C(C(=C2F)C(F)(F)F)OC